C(#N)C(C)(C)C1=CC=C(C=C1)C1=C(C=NC2=CC=C(C=C12)F)C(=O)N1CCN(CC1)S(=O)(=O)N(C)C 4-(4-(4-(2-Cyanopropan-2-yl)phenyl)-6-fluoroquinoline-3-carbonyl)-N,N-dimethylpiperazine-1-sulfonamide